FC1=CC(=C(OC=2N=NC(=CC2C(=O)NC2=CC(=CC=C2)SC)C)C=C1)OC 3-(4-fluoro-2-methoxyphenoxy)-6-methyl-N-(3-(methylthio)phenyl)pyridazine-4-carboxamide